ClC1=CC=C(C=C1)C1=CN(C=C1)C1(CCCCC1)C(=O)C(C(=O)OC)C(=O)OC Dimethyl 2-(1-(3-(4-chlorophenyl)-1H-pyrrol-1-yl)cyclohexane-1-carbonyl)malonate